8-cyclopropyl-6-(2-fluorophenyl)spiro[benzo[f]imidazo[1,5-a][1,4]diazepine-4,1'-cyclopentane]-3-carboxylic acid C1(CC1)C=1C=CC2=C(C(=NC3(CCCC3)C=3N2C=NC3C(=O)O)C3=C(C=CC=C3)F)C1